ethylenebis(hydroxystearamide) C(CC(C(=O)N)(CCCCCCCCCCCCCCCC)O)C(C(=O)N)(CCCCCCCCCCCCCCCC)O